3-(piperazin-1-yl)benzenesulfonamide N1(CCNCC1)C=1C=C(C=CC1)S(=O)(=O)N